1-methyl-4-(trifluoromethyl)-1H-pyrrolo[2,3-b]pyridin-6-yl triflate O(S(=O)(=O)C(F)(F)F)C1=CC(=C2C(=N1)N(C=C2)C)C(F)(F)F